1-(2-amino-5-bromopyridin-3-yl)-2,2,2-trifluoroethan-1-one NC1=NC=C(C=C1C(C(F)(F)F)=O)Br